1-tert-butyl 7-methyl 6-methyl-3,4-dihydroquinoxaline-1,7(2H)-dicarboxylate CC=1C=C2NCCN(C2=CC1C(=O)OC)C(=O)OC(C)(C)C